O[C@@]1(C[C@@H](CCC1)NC1=NC(=NC=C1C(=O)N)NC1(CCC1)C)C 4-((1R,3S)-3-hydroxy-3-methylcyclohexylamino)-2-(1-methylcyclobutylamino)-pyrimidine-5-carboxamide